2'-chloro-5'-methoxy-N-[5-(3-methoxypyrrolidin-1-yl)-[1,3]thiazolo[5,4-d]pyrimidin-2-yl]-6-methyl-[4,4'-bipyridine]-3-carboxamide ClC1=NC=C(C(=C1)C1=C(C=NC(=C1)C)C(=O)NC=1SC=2N=C(N=CC2N1)N1CC(CC1)OC)OC